BrC1=NC(=CC=C1NC(OC(C)(C)C)=O)Cl tert-butyl N-(2-bromo-6-chloro-3-pyridyl)carbamate